7-(trifluoromethyl)spiro[chromane-2,1'-cyclobutan]-4-one FC(C1=CC=C2C(CC3(CCC3)OC2=C1)=O)(F)F